ClC1=NC(=CC(=C1)C1(CCC1)CC1=NN=CN1C)Cl 2,6-dichloro-4-(1-((4-methyl-4H-1,2,4-triazol-3-yl)methyl)-cyclobutyl)pyridine